(4aR,5S,6aS)-5-hydroxy-N-isopentyl-1,4a,6a-trimethyl-2-oxo-2,3,4,4a,4b,5,6,6a,7,8,9,9a,9b,10-tetradecahydro-1H-indeno[5,4-f]quinoline-7-carboxamide O[C@H]1C[C@@]2(C(CCC2C2C1[C@]1(CCC(N(C1=CC2)C)=O)C)C(=O)NCCC(C)C)C